3-(4-(((3r,3ar,6r,6ar)-6-methoxyhexahydrofuro[3,2-b]furan-3-yl)oxy)phenyl)prop-2-yn-1-ol CO[C@@H]1CO[C@H]2[C@@H]1OC[C@H]2OC2=CC=C(C=C2)C#CCO